6-(4-(5-methyl-1,3,4,5-tetrahydro-2H-pyrido[4,3-b]indol-2-yl)butoxy)quinolin-2(1H)-one CN1C2=C(C=3C=CC=CC13)CN(CC2)CCCCOC=2C=C1C=CC(NC1=CC2)=O